NCCC1[NH2+]CCCC1 2-(aminoethyl)piperidinium